(R)-2-(2-(6-(3-fluoropyrrolidin-1-yl)pyridin-3-yl)thiazolo[4,5-c]pyridin-6-yl)-2-azaspiro[3.3]heptan-6-ol F[C@H]1CN(CC1)C1=CC=C(C=N1)C=1SC2=C(C=NC(=C2)N2CC3(C2)CC(C3)O)N1